2-chloro-methylpyridinium iodide [I-].ClC1=[N+](C=CC=C1)C